(R)-2-amino-3-methoxy-N-((R)-4-phenyl-1-(4,4,5,5-tetramethyl-1,3,2-dioxaborolan-2-yl)butyl)propenamide hydrochloride Cl.NC(C(=O)N[C@@H](CCCC1=CC=CC=C1)B1OC(C(O1)(C)C)(C)C)=COC